N-[4-(1H-pyrazol-4-yl)phenyl]-2-chloropyrimidine-4-amine N1N=CC(=C1)C1=CC=C(C=C1)NC1=NC(=NC=C1)Cl